C(#N)C(NC(C1=C(C=CC(=C1)[N+](=O)[O-])C)=O)C1=CC=CC2=CC=CC=C12 N-(cyano(naphthalen-1-yl)methyl)-2-methyl-5-nitrobenzamide